C=C1CCCNC1 5-methylenepiperidine